C(C=C)N1C(S\C(\C1=O)=C/C=1C=NN(C1)C1=CC=CC=C1)=S (5Z)-3-allyl-5-[(1-phenylpyrazol-4-yl)methylene]-2-thioxo-thiazolidin-4-one